COC(C1CCN(CC1)C1=CC=C(C=C1)[C@@H]1C=2C=CC(=CC2CC[C@@H]1C1=NN(C=C1)C)O)OC (5R,6S)-5-(4-(4-(dimethoxymethyl)piperidin-1-yl)phenyl)-6-(1-methyl-1H-pyrazol-3-yl)-5,6,7,8-tetrahydronaphthalen-2-ol